C(CCCCC)C1CCC(CC1)CCC(=O)OC[C@H](O)[C@H]1OC(C(=C1OCC1=CC=CC=C1)OCC1=CC=CC=C1)=O (S)-2-((R)-3,4-bis(benzyloxy)-5-oxo-2,5-dihydrofuran-2-yl)-2-hydroxyethyl 3-(4-hexylcyclohexyl)propanoate